C(C)C1=NC2=CC=C(C(=C2NC1=O)F)C(N1CCN(CC1)C=1C=CC(=NC1)C(=O)N)([2H])[2H] 5-(4-((2-ethyl-5-fluoro-3-oxo-3,4-dihydroquinoxalin-6-yl)methyl-d2)piperazin-1-yl)pyridineamide